The molecule is a nucleobase analogue obtained by addition of an etheno group across positions N2 and 3 of guanine. It is an imidazopurine and a nucleobase analogue. It derives from a guanine. C1=CN2C3=C(C(=O)NC2=N1)NC=N3